C(C)(C)C1=C(C=CC=C1)C1N(CCN(C1)C1=CC=CC=C1)C1CC2(C1)CCNCC2 2-(2-(2-isopropylphenyl)-4-phenylpiperazin-1-yl)-7-azaspiro[3.5]nonane